N-(Cyclopropylmethyl)-6-{4-[1-(1-methoxypropan-2-yl)piperidin-4-yl]-1,4-diazepan-1-yl}pyridine-2-carboxamide C1(CC1)CNC(=O)C1=NC(=CC=C1)N1CCN(CCC1)C1CCN(CC1)C(COC)C